methyl N-[8-(3,5-dichlorophenyl)-4-(dimethylamino)-1,7-naphthyridin-3-yl]carbamate ClC=1C=C(C=C(C1)Cl)C=1N=CC=C2C(=C(C=NC12)NC(OC)=O)N(C)C